cyanoethyl (4S)-4-(4-cyano-2-methoxyphenyl)-5-ethoxy-2,8-dimethyl-1,4-dihydro-1,6-naphthyridine-3-carboxylate C(#N)C1=CC(=C(C=C1)[C@@H]1C(=C(NC2=C(C=NC(=C12)OCC)C)C)C(=O)OCCC#N)OC